1'-(1-Methyl-1H-pyrazol-5-yl)spiro[cyclopentane-1,3'-indoline]-2'-one CN1N=CC=C1N1C(C2(C3=CC=CC=C13)CCCC2)=O